(R)-1-pyrrolidin-2-ylmethanol N1[C@H](CCC1)CO